N-(cis-4-(dimethylamino)cyclohexyl)-3-(2-(4-(4-ethoxy-6-oxo-1H-pyridin-3-yl)-2-fluorophenyl)acetamido)-5-(trifluoromethyl)benzamide CN([C@H]1CC[C@H](CC1)NC(C1=CC(=CC(=C1)C(F)(F)F)NC(CC1=C(C=C(C=C1)C1=CNC(C=C1OCC)=O)F)=O)=O)C